Cl(=O)(=O)(=O)[O-].C[NH2+]C N-methyl-methylammonium perchlorate